((4R,7s)-3,3-difluoro-1-oxaspiro[3.5]nonan-7-yl)-4-(5-(5-fluoro-2-methoxypyridin-4-yl)-1H-pyrazole-3-carbonyl)-4-azaspiro[2.5]octane-7-carboxamide FC1(COC12CCC(CC2)C2CC21N(CCC(C1)C(=O)N)C(=O)C1=NNC(=C1)C1=CC(=NC=C1F)OC)F